O=C1N(C(CC1)=O)OC(CCOCCOCCOCCOCCOCCOCCOCCOCCOCCOCCOCCOCCOCCOCCOCCOCCOCCOCCOCCOCCOCCOCCOCCOCCNC(=O)C(C(=O)O)(CCCCCCCCCCC(=O)O)CCCCCCCCCCC)=O 2-((75-((2,5-dioxopyrrolidin-1-yl)oxy)-75-oxo-3,6,9,12,15,18,21,24,27,30,33,36,39,42,45,48,51,54,57,60,63,66,69,72-tetracosaoxapentaheptacontyl)carbamoyl)-2-undecyltridecanedioic acid